C(#N)C=1C=C(C=NC1)[C@H]1N(OCC1)C(=O)C1CCN(CC1)C1=NC=CC(=N1)C(=O)NC1CN(C1)C 2-[4-[(3S)-3-(5-Cyano-3-pyridyl)isoxazolidine-2-carbonyl]-1-piperidyl]-N-(1-methylazetidin-3-yl)pyrimidine-4-carboxamide